C(C)N(C(CC)C=1N=C2C=CC=CC2=C2C=CC=CC12)CC N,N-diethyl-1-(phenanthridin-6-yl)propan-1-amine